ClC(C(C=CC(=O)O)(Cl)Cl)(Cl)Cl pentachloropentaenoic acid